3-methyl-6-(5-(6-(6-methylnicotinyl)-2,6-diazaspiro[3.3]heptane-2-yl)pyridin-3-yl)benzo[d]thiazol-2(3H)-one CN1C(SC2=C1C=CC(=C2)C=2C=NC=C(C2)N2CC1(C2)CN(C1)CC1=CN=C(C=C1)C)=O